4-(methylthio)-4-oxobutanoic acid CSC(CCC(=O)O)=O